C(=O)(C=1C=C2C(OC(C2=CC1)=O)=O)C=1C=C2C(OC(C2=CC1)=O)=O 5,5'-carbonylbis(isobenzofuran-1,3-dione)